1-cyclopentyl-2-((4-(4-nitrophenyl)piperazin-1-yl)methyl)-1H-benzo[d]imidazole C1(CCCC1)N1C(=NC2=C1C=CC=C2)CN2CCN(CC2)C2=CC=C(C=C2)[N+](=O)[O-]